ClC=1C=C(C=NC1)CNCC[C@]1(CCOC2(CCCC2)C1)C1=CC(=CC=C1)OC(F)(F)F [(5-chloropyridin-3-yl)methyl]({2-[(9R)-9-[3-(trifluoromethoxy)phenyl]-6-oxaspiro[4.5]decan-9-yl]ethyl})amine